C(C)(C)(C)OC(=O)N1C[C@H](CC1)C(C(=O)OC(C)(C)C)OC1=CC(=CC=C1)N (3S)-3-[1-(3-aminophenoxy)-2-t-butoxy-2-oxoethyl]pyrrolidine-1-carboxylic acid tert-butyl ester